FC1=C(C(=CC=C1)F)NC=1N(C2=NC(=NC=C2N1)N[C@H]1C[C@@H](CCC1)O)C1CCC(CC1)C(=O)N (1S,4s)-4-(8-(2,6-difluorophenylamino)-2-((1R,3R)-3-hydroxycyclohexylamino)-9H-purin-9-yl)cyclohexanecarboxamide